C(CCCCCC)NC(=O)NCCCCCCCCCC N-heptyl-N'-decylurea